OB1OCC2=C1C=C(C=C2)C(=O)N(CC(=O)O)CC(CNC(=O)C=2C=CC1=C(B(OC1)O)C2)(C)C N-(1-hydroxy-1,3-dihydrobenzo[c][1,2]oxaborole-6-carbonyl)-N-(3-(1-hydroxy-1,3-dihydrobenzo[c][1,2]oxaborole-6-carboxamido)-2,2-dimethylpropyl)glycine